ClC=1C=C(C=NC1N1N=CC=N1)NC(=O)NC=1C=NC2=CC=CN=C2C1C(C)C N-(5-chloro-6-(2H-1,2,3-triazol-2-yl)pyridin-3-yl)-N'-(4-(propan-2-yl)-1,5-naphthyridin-3-yl)urea